2-methyl-1,1-dioxo-3H-1λ6,2-benzothiazepine-8-carboxylic acid methyl ester COC(=O)C1=CC2=C(C=CCN(S2(=O)=O)C)C=C1